9-(3-((6-Chloropyridin-3-yl)methyl)-2-nitroiminoimidazolidin-1-yl)-4-(4,5-dimethoxy-2-nitrophenyl)-9-oxo-8-oxa-3,5-dithianonanylcarbonic acid ClC1=CC=C(C=N1)CN1C(N(CC1)C(OCCSC(SCCOC(O)=O)C1=C(C=C(C(=C1)OC)OC)[N+](=O)[O-])=O)=N[N+](=O)[O-]